BrC=1C=CC=2C[C@@H]3N(CC2C1)C(CNC3)C (11aS)-8-bromo-4-methyl-2,3,4,6,11,11a-hexahydro-1H-pyrazino[1,2-B]isoquinoline